N[C@H](C(=O)[O-])[C@@H](CN1C2=NC(=NC(=C2N=C1)O)N)O (2S,3R)-2-amino-4-(2-amino-6-hydroxy-9H-purin-9-Yl)-3-hydroxybutyrate